dimethylbis[2-[(1-oxooctadecyl)oxy]ethyl]ammonium chloride [Cl-].C[N+](CCOC(CCCCCCCCCCCCCCCCC)=O)(CCOC(CCCCCCCCCCCCCCCCC)=O)C